N=1NN=NC1C=1C=CC2=C(N=C(C3=CC=NC=C23)NCCCNC(C=CNCC2=CC(=C(C=C2)OC(F)(F)F)Cl)=O)C1 N-(3-((8-(2H-tetrazol-5-yl)benzo[c][2,6]naphthyridin-5-yl)amino)propyl)-3-((3-chloro-4-(trifluoromethoxy)benzyl)amino)propenamide